[Cl-].C(CC)[N+](CC=C)(CC=C)CCC dipropyldiallyl-ammonium chloride